(5S,6R)-5-Hydroxy-6-((S)-5H-imidazo[5,1-a]isoindol-5-yl)-N,N-dimethyl-5,6,7,8-tetrahydronaphthalen-2-carboxamid O[C@@H]1C=2C=CC(=CC2CC[C@@H]1[C@@H]1N2C(C3=CC=CC=C13)=CN=C2)C(=O)N(C)C